[Si](C)(C)(C(C)(C)C)O[C@@H]1[C@@H](CCC1)NCC=1C=C(C2=C(N=C(O2)C=2C=C(C=CC2)C2=C(C=C(C=C2)F)C2=NN=CN2C)C1)Cl (1R,2S)-2-((tert-Butyldimethylsilyl)oxy)-N-((7-chloro-2-(4'-fluoro-2'-(4-methyl-4H-1,2,4-triazol-3-yl)-[1,1'-biphenyl]-3-yl)benzo[d]oxazol-5-yl)methyl)cyclopentan-1-amine